FC1=CC=C2C(=CN(C(C2=C1)=O)C)C=1C=CC(=C(C1)S(=O)(=O)N)OC 5-(7-fluoro-2-methyl-1-oxoisoquinolin-4-yl)-2-methoxybenzenesulfonamide